C(C1=CC=CC=C1)OC1=CC=C2C(=C(N(C(C2=C1)=O)CCCO)C(C)C)C1=CC(=C(C=C1)F)C 7-benzyloxy-4-(4-fluoro-3-methyl-phenyl)-2-(3-hydroxypropyl)-3-isopropyl-isoquinolin-1-one